C(C)(=O)OC1(CN(C1)CC1=CC=C(C2=CC=CC=C12)C1CN(C1)C1=C(C=CC=C1Cl)Cl)C 1-((4-(1-(2,6-dichlorophenyl)azetidin-3-yl)naphthalen-1-yl)methyl)-3-methylazetidin-3-yl acetate